2-(2-pyrimidin-2-ylsulfanylethyl)malononitrile N1=C(N=CC=C1)SCCC(C#N)C#N